C(CCCCCCCCCCCCCCCCCCC)(=O)NCCN(C)C Arachidamidoethyl-dimethylamine